1-isopropyl-N-(6-(1-methyl-1H-1,2,3-triazol-5-yl)isoquinolin-3-yl)piperidine-4-carboxamide C(C)(C)N1CCC(CC1)C(=O)NC=1N=CC2=CC=C(C=C2C1)C1=CN=NN1C